C(CCC)PCl butylchlorophosphine